O=C1OC2=CC=CC=C2C=C1C(=O)OCCCCSC1=CC(=NC2=CC=CC=C12)C1=CC=C(C=C1)C(F)(F)F 4-((2-(4-(trifluoromethyl)phenyl)quinolin-4-yl)thio)butyl 2-oxo-2H-chromene-3-carboxylate